BrC1=C2CC(C(C2=C(C=C1)Cl)=O)(F)F 4-Bromo-7-chloro-2,2-difluoro-2,3-dihydro-1H-inden-1-one